[N+](=O)([O-])C1=CC=CC=2NC(OC(C21)=O)=O 5-Nitro-2H-benzo[d][1,3]oxazine-2,4(1H)-dione